N-(4-(4-amino-2-ethyl-1H-imidazo[4,5-c]quinolin-1-yl)butyl)-4-(diethylamino)benzamide Dimethylallyl-Diphosphat cinnamyl-phosphite C(C=CC1=CC=CC=C1)OP(O)O.CC(=CCOP(O)(=O)OP(=O)(O)O)C.NC1=NC=2C=CC=CC2C2=C1N=C(N2CCCCNC(C2=CC=C(C=C2)N(CC)CC)=O)CC